C1(CCCCC1)N1C[C@@H](O[C@](C1)(CO[Si](C(C)C)(C(C)C)C(C)C)CO)N1C(N=C(C=C1)NC(C1=CC=CC=C1)=O)=O N-[1-[(2R,6S)-4-cyclohexyl-6-(hydroxymethyl)-6-(triisopropylsilyloxymethyl)-morpholin-2-yl]-2-oxo-pyrimidin-4-yl]benzamide